isopropyl 3-((3S,4S)-4-((R,E)-4-(but-3-en-1-yl)-2-((tertbutoxycarbonyl)imino)-4-ethyl-6-oxotetrahydropyrimidin-1(2H)-yl)chroman-3-yl)propanoate C(CC=C)[C@]1(N\C(\N(C(C1)=O)[C@H]1[C@@H](COC2=CC=CC=C12)CCC(=O)OC(C)C)=N/C(=O)OC(C)(C)C)CC